2-methyl-3-oxopiperazine-1-carboxamide CC1N(CCNC1=O)C(=O)N